1-(5-chloro-2-(spiro[3.3]heptan-2-yl)phenoxy)-N-((6-fluoropyridin-2-yl)sulfonyl)cyclopropanecarboxamide ClC=1C=CC(=C(OC2(CC2)C(=O)NS(=O)(=O)C2=NC(=CC=C2)F)C1)C1CC2(C1)CCC2